C(C)OC(=O)C1=CC(=NC(=C1)C=1N=NN(C1)C=1C(=C(C(=O)O)C=CC1)C(F)(F)F)C=1N=NN(C1)C=1C(=C(C(=O)O)C=CC1)C(F)(F)F 4'-((4-(ethoxycarbonyl)pyridine-2,6-diyl)bis(1H-1,2,3-triazole-4,1-diyl))bis(2-(trifluoromethyl)benzoic acid)